C1(CCCC1)N1C(CN(C=2C(N[C@](NC12)(N)NC1=C(C=C2C=CN(C2=C1)C(CN1CCN(CC1)C(C)C)=O)OC)=O)C)CC (R)-8-cyclopentyl-7-ethyl-2-{{1-[2-(4-isopropylpiperazin-1-yl)acetyl]-5-methoxyindol-6-yl}amino}-5-methyl-7,8-dihydropterin